1-(4-bromo-2-hydroxy-5-(methoxymethoxy)phenyl)ethan-1-one BrC1=CC(=C(C=C1OCOC)C(C)=O)O